C(C)(C)NC(C=C)=O 1-N-Isopropyl-Acrylamide